dimethyl-6,7,8,9-tetrahydro-5H-pyrido[3,2-c]azepine-2-carboxamide CC1=C(C(=NC2=C1CNCCC2)C(=O)N)C